COC(=O)C=1C=C2C(N(N=C(C2=CC1)C)C)=O 1,3-dimethyl-4-oxophthalazine-6-carboxylic acid methyl ester